(2-methylbenzyl)-2-(3-(pyridin-2-yl)-4-(quinolin-4-yl)-1H-pyrazol-1-yl)acetamide CC1=C(CC(C(=O)N)N2N=C(C(=C2)C2=CC=NC3=CC=CC=C23)C2=NC=CC=C2)C=CC=C1